methyl 2,3-difluoro-5-vinyl-benzoate FC1=C(C(=O)OC)C=C(C=C1F)C=C